4-((2S,4S)-1-((5-methoxy-7-methyl-1H-indol-4-yl)methyl)-4-(3-(trifluoromethoxy)azetidin-1-yl)piperidin-2-yl)benzoic acid COC=1C(=C2C=CNC2=C(C1)C)CN1[C@@H](C[C@H](CC1)N1CC(C1)OC(F)(F)F)C1=CC=C(C(=O)O)C=C1